P(=O)(OC)(OC)OC1=C(C=CC(=C1)O)O dimethyl (2,5-dihydroxyphenyl) phosphate